3-(5-(2-(ethylamino)pyrimidin-4-yl)-4-methylthiazol-2-yl)urea C(C)NC1=NC=CC(=N1)C1=C(N=C(S1)NC(N)=O)C